4-(2-oxo-1H-pyrido[3,4-b][1,4]oxazin-5-yl)-3,6-dihydro-2H-pyridine-1-carboxylic acid tert-butyl ester C(C)(C)(C)OC(=O)N1CCC(=CC1)C1=NC=CC2=C1OCC(N2)=O